S(=O)(=O)([O-])C1=NC=C(C)C=C1 AZA-Tosylate